ClC1=CC=C(CNC([C@H](CCCNC(CF)=N)NC(C2=C(C=CC=C2)OC)=O)=O)C=C1 (S)-N-(1-((4-Chlorobenzyl)amino)-5-(2-fluoroacetimidamido)-1-oxopentan-2-yl)-2-methoxybenzamide